FC=1C=CC(=C(C(=O)N(C)C(C)C)C1)OC=1C(=NC=NC1)N1CC2(CC1)CN(CC2)CC=2C=CC1=C(NC(O1)=O)C2 5-fluoro-N-isopropyl-N-methyl-2-((4-(7-((2-oxo-2,3-dihydrobenzo[d]oxazol-5-yl)methyl)-2,7-diazaspiro[4.4]nonan-2-yl)pyrimidin-5-yl)oxy)benzamide